N-methyl-4-nonadecyl-N-hexadecylaniline CN(C1=CC=C(C=C1)CCCCCCCCCCCCCCCCCCC)CCCCCCCCCCCCCCCC